The molecule is a member of the class of 2-aminopurines that is guanine in which the hydrogen at position 9 is substituted by a 4-hydroxy-3-(hydroxymethyl)but-1-yl group. An antiviral drug, it is administered topically for treatment of herpes labialis. A prodrug, famciclovir, is used for oral administration. It has a role as an antiviral drug. It is a member of 2-aminopurines and a member of propane-1,3-diols. It derives from a guanine. C1=NC2=C(N1CCC(CO)CO)N=C(NC2=O)N